ClC1=C(OC2=C(C(=O)NC=3C=NC=CC3)C=C(C=N2)C(F)(F)F)C=CC(=C1)F 2-(2-chloro-4-fluorophenoxy)-N-(pyridin-3-yl)-5-(trifluoromethyl)nicotinamide